N-((1S,2R)-3,3-Difluoro-2-hydroxycyclohexyl)-6-((5-methyl-3-(6-methylpyridin-3-yl)isoxazol-4-yl)methoxy)nicotinamid FC1([C@@H]([C@H](CCC1)NC(C1=CN=C(C=C1)OCC=1C(=NOC1C)C=1C=NC(=CC1)C)=O)O)F